FC1=CC2=C(N(N=N2)C2=NC=C(C=N2)N2CCN(CC2)S(=O)(=O)C)C(=C1O)F 5,7-Difluoro-1-(5-(4-(methylsulfonyl)piperazin-1-yl)pyrimidin-2-yl)-1H-benzo[d][1,2,3]triazol-6-ol